C(C)OC(C(C(C(=O)OCC)C(C)CC)(C#N)C(C)CC)=O 2,3-di-sec-butyl-2-cyano-butanedioic acid diethyl ester